C([C@@H](O)[C@H](O)CO)O D-threitol